(2R,3R,4S,5R)-tetrahydro-2H-pyran-2,3,4,5-tetrayl tetrakis(7-(allyloxy)-2,2-diphenylbenzo[d][1,3]dioxole-5-carboxylate) C(C=C)OC1=CC(=CC2=C1OC(O2)(C2=CC=CC=C2)C2=CC=CC=C2)C(=O)O[C@H]2OC[C@H]([C@@H]([C@H]2OC(=O)C2=CC1=C(OC(O1)(C1=CC=CC=C1)C1=CC=CC=C1)C(=C2)OCC=C)OC(=O)C2=CC1=C(OC(O1)(C1=CC=CC=C1)C1=CC=CC=C1)C(=C2)OCC=C)OC(=O)C2=CC1=C(OC(O1)(C1=CC=CC=C1)C1=CC=CC=C1)C(=C2)OCC=C